C(C)(C)(C)C1N(CC1O)C(=O)O tert-butyl-3-hydroxyazetidine-1-carboxylic acid